C(C)(C)(C)C=1C=C(C=C(C1O)C(C)(C)C)CCC(=O)OCC(C(=O)O)(C)C 3-((3-(3,5-di-tert-butyl-4-hydroxyphenyl)propionyl)oxy)-2,2-dimethylpropionic acid